C(C)(C)(C)OC(=O)N1C2CC(CC1CC2)C2=CC=CC=C2 exo-3-phenyl-8-azabicyclo[3.2.1]octane-8-carboxylic acid tert-butyl ester